1-(4-((3-(3-amino-6-(5-fluoro-2-hydroxyphenyl)pyridazin-4-yl)-3,8-diazabicyclo[3.2.1]octan-8-yl)methyl)pyridin-3-yl)dihydropyrimidine-2,4(1H,3H)-dione NC=1N=NC(=CC1N1CC2CCC(C1)N2CC2=C(C=NC=C2)N2C(NC(CC2)=O)=O)C2=C(C=CC(=C2)F)O